FC1=C(C=C(C=C1)F)C1N(CCNC1)C(=O)N1CCC(CC1)CN1C(C=C(C=C1)C1=CC=CC=C1)=O ((1-(2-(2,5-Difluorophenyl)piperazine-1-carbonyl)piperidin-4-yl)methyl)-4-phenylpyridin-2(1H)-one